C(C1=CC=CC=C1)OC1=C(C=C(C=C1)C(=C)C(F)(F)F)[N+](=O)[O-] 1-(Benzyloxy)-2-nitro-4-(3,3,3-trifluoroprop-1-en-2-yl)benzene